ClC=1C=C(C=CC1F)C=1C=C2C(=NC1)C=NN2CC=2C=NC=C(C2)OC 6-(3-Chloro-4-fluoro-phenyl)-1-[(5-methoxy-3-pyridyl)methyl]pyrazolo[4,3-b]pyridine